(R)-4-(1-(1-(4-(Trifluoromethyl)Benzyl)Piperidine-2-Carboxamido)Cyclopropyl)Benzoic Acid, Sodium Salt [Na+].FC(C1=CC=C(CN2[C@H](CCCC2)C(=O)NC2(CC2)C2=CC=C(C(=O)[O-])C=C2)C=C1)(F)F